O=C1SCC(N1)C(=O)O 2-oxothiazolidine-4-carboxylic acid